N1C(=CCC2=CN=CC=C12)C(=O)N 1,4-DIHYDRO-1,6-NAPHTHYRIDINAMIDE